C(C1=CC=CC=C1)C1=CC=C2C=C(C(OC2=C1)=O)C(F)(F)F 7-Benzyltrifluoromethylcoumarin